tert-butyl ((3R,5R)-5-methylpiperidine-3-yl)carbamate C[C@@H]1C[C@H](CNC1)NC(OC(C)(C)C)=O